C(C1=CC=CC=C1)OC1=C(C=C(C=C1)B(O)O)C(F)(F)F (4-(benzyloxy)-3-(trifluoromethyl)phenyl)boronic acid